4-Bromo-3-fluoro-6,8-dihydroxy-1-(methoxy-d3)-2-naphthonitrile BrC1=C(C(=C(C2=C(C=C(C=C12)O)O)OC([2H])([2H])[2H])C#N)F